NC1=C(C(=NC=N1)NCC1CCN(CC1)C(C=C)=O)C1=CC=C(C=C1)CC1=CC=CC=C1 1-(4-(((6-amino-5-(4-benzylphenyl)pyrimidin-4-yl)amino)methyl)piperidin-1-yl)prop-2-en-1-one